OC1C(C2=CC=CC=C2C1=O)=O 2-hydroxy-1H-inden-1,3(2H)-dione